1-(3-chloro-2-fluoro-4-methylbenzyl)-4-((3-fluoro-6-((5-methyl-1H-pyrazol-3-yl)amino)pyridin-2-yl)methyl)piperidine-4-carboxylic acid ClC=1C(=C(CN2CCC(CC2)(C(=O)O)CC2=NC(=CC=C2F)NC2=NNC(=C2)C)C=CC1C)F